4-(2-hydroxypropan-2-yl)-N-((5-(pyrazolo[1,5-a]pyridin-5-yl)-2,3-dihydro-1H-inden-4-yl)carbamoyl)thiophene-2-sulfonamide OC(C)(C)C=1C=C(SC1)S(=O)(=O)NC(NC1=C2CCCC2=CC=C1C1=CC=2N(C=C1)N=CC2)=O